ClC=1C(=C(C=CC1)CNC(CNC1CCCCC1)=O)F N-(3-chloro-2-fluorophenylmethyl)-2-(cyclohexylamino)acetamide